C(CC)OC(C(C(=O)OCCC)(C1=CC=CC=C1)C1=CC=CC=C1)=O diphenyl-malonic acid dipropyl ester